CC1(CCN(CC1)C1=CC(=NC(=C1)N1C=NC=C1)C(=O)NC1=CC(=CC=C1)F)C 4-(4,4-dimethylpiperidin-1-yl)-N-(3-fluorophenyl)-6-(1H-imidazol-1-yl)pyridinecarboxamide